FC1(CN(CC[C@H]1NC1=NN2C(C(=N1)OC)=C(C=C2)C=2C=CC1=C(N(N=N1)[C@@H](C(F)(F)F)C)C2)C([2H])([2H])[2H])F N-((R)-3,3-difluoro-1-(methyl-d3)piperidin-4-yl)-4-methoxy-5-(1-((R)-1,1,1-trifluoropropan-2-yl)-1H-benzo[d][1,2,3]triazol-6-yl)pyrrolo[2,1-f][1,2,4]triazin-2-amine